C1=CC=CC=2C3=CC=CC=C3C(C12)COC(=O)N1CC2=CC(=C(C=C2C[C@H]1C(=O)O)Cl)Cl (S)-2-(((9H-fluoren-9-yl)methoxy)carbonyl)-6,7-dichloro-1,2,3,4-tetrahydroisoquinoline-3-carboxylic acid